COC1=C(C=CC(=C1)OC(F)(F)F)B(O)O 2-methoxy-4-(trifluoromethoxy)phenyl-boronic acid